O[C@@H]1CC2=CC[C@H]3[C@@H]4CC[C@H](C(/C=C/C(=O)O)=C)[C@]4(CC[C@@H]3[C@]2(CC1)C)C (22E)-3β-hydroxycholene-5(6),22(23)-diene-24-oic acid